(R)-6-chloro-3-((1-(2-(3,3-difluoropyrrolidin-1-yl)-6-fluoro-3-methyl-4-oxo-3,4-dihydroquinazolin-8-yl)ethyl)amino)picolinic acid ClC1=CC=C(C(=N1)C(=O)O)N[C@H](C)C=1C=C(C=C2C(N(C(=NC12)N1CC(CC1)(F)F)C)=O)F